(Cyclopropanecarboxamido)-4-((4-(5-(dicyclopropylphosphoryl)-1-methyl-1H-pyrazol-3-yl)-3-methoxypyridin-2-yl)amino)pyridazine-3-carboxamide C1(CC1)C(=O)NC=1C(=C(N=NC1)C(=O)N)NC1=NC=CC(=C1OC)C1=NN(C(=C1)P(=O)(C1CC1)C1CC1)C